C(C(O)C)(=O)OCC\C=C/CC Cis-3-Hexenyl Lactate